C(C)(C)(C)[Si](C)(C)OC(C)CCCC#C tert-butyl-(hept-6-yn-2-yloxy)dimethylsilane